BrC1=CC=CC(=N1)NC(C(CC)NC(OC(C)(C)C)=O)=O tert-Butyl (1-((6-bromopyridin-2-yl)amino)-1-oxobutan-2-yl)carbamate